C(C)(C)(C)OCC1=C(C(=O)[O-])C=C(N=C1C)C 3-(tert-butoxymethyl)-2,6-dimethylisonicotinate